trans-4-((3-(1-Cyclopropyl-1H-pyrazol-4-yl)phenyl)((trans-4-(4-methoxy-3-methylphenyl)cyclohexyl)methyl)carbamoyl)-cyclohexyl (2-methoxyethyl)(methyl)carbamate COCCN(C(O[C@@H]1CC[C@H](CC1)C(N(C[C@@H]1CC[C@H](CC1)C1=CC(=C(C=C1)OC)C)C1=CC(=CC=C1)C=1C=NN(C1)C1CC1)=O)=O)C